FC(C=1C=C(C=CC1)N1CC2(C1)CN(CC2)C(=O)N2C[C@@H]1[C@@H](OCC(N1)=O)CC2)(F)F (4aR,8aS)-6-(2-(3-(trifluoromethyl)phenyl)-2,6-diazaspiro[3.4]octane-6-carbonyl)hexahydro-2H-pyrido[4,3-b][1,4]oxazin-3(4H)-one